(1-Ethyl-2,3,4,5-tetramethylcyclopentadienyl)(2-methylbenzo[e]indenyl)zirconium diiodide [I-].[I-].C(C)C1(C(=C(C(=C1C)C)C)C)[Zr+2]C1=C(CC=2C=CC3=C(C12)C=CC=C3)C